CC=1C(=CSC1)B1OC(C)(C)C(C)(C)O1 4-Methylthiophene-3-boronic acid pinacol ester